C[C@@]12C(C=C[C@H]1[C@@H]1CCC3CCCC[C@@H]3[C@H]1CC2)=O estren-17-one